FC=1C=CC(=NC1)C1=NN(C=C1C=1C2=C(N=CN1)NC=C2)C 4-(3-(5-Fluoropyridin-2-yl)-1-methyl-1H-pyrazol-4-yl)-7H-pyrrolo[2,3-d]pyrimidine